1-(4-(1-amino-2,2,2-trifluoroethyl)phenyl)-1H-pyrazolo[3,4-d]pyrimidin-4(7H)-one hydrochloride Cl.NC(C(F)(F)F)C1=CC=C(C=C1)N1N=CC2=C1NC=NC2=O